N1N=NC=C1CNC1=NN=C(O1)C1CCN(CC1)C(=O)OCC1=CC(=CC(=C1)C(F)(F)F)C(F)(F)F 3,5-bis(trifluoromethyl)benzyl 4-(5-(((1H-1,2,3-triazol-5-yl)methyl)amino)-1,3,4-oxadiazole-2-yl)piperidine-1-carboxylate